FC=1C(=NC=CC1)[C@@H](C)N (R)-1-(3-fluoropyridin-2-yl)ethane-1-amine